1-[2-(4-fluorophenyl)-3-(pyridin-4-yl)-6,7-dihydropyrazolo[1,5-a]pyrazin-5(4H)-yl]-3-[(2RS)-pyrrolidin-2-yl]prop-2-yn-1-one FC1=CC=C(C=C1)C1=NN2C(CN(CC2)C(C#C[C@@H]2NCCC2)=O)=C1C1=CC=NC=C1 |r|